SILVER-RUTHENIUM [Ru].[Ag]